CC1=CC=2CC3=CC=CC=C3C2C(=C1)C1=C(C=CC=C1)OCC(CC)C1COC1 2-methyl-4-{2-(3-oxetanyl)butoxyphenyl}fluorene